C(C)[C@H]1[C@H](NC([C@H]1F)=O)COC1=CC=CC2C=C(N3C(C12)=CC(=N3)C)C(=O)N 10-(((2S,3S,4S)-3-ethyl-4-fluoro-5-oxopyrrolidin-2-yl)methoxy)-2-methyl-6a,10a-dihydropyrazolo[5,1-a]isoquinoline-5-carboxamide